COC1=CC=C(C=C1)N1N=C(C2=C1C(N(CC2)C2=CC=C(C=C2)[N+](=O)[O-])=O)C(=O)OC=2C=NC=C(C2)Cl 5-Chloropyridin-3-yl 1-(4-methoxyphenyl)-6-(4-nitrophenyl)-7-oxo-4,5,6,7-tetrahydro-1H-pyrazolo[3,4-c]pyridine-3-carboxylate